diethyl ((5-chloropyridine-2-sulfonimidoyl)methyl)phosphonate ClC=1C=CC(=NC1)S(=O)(=N)CP(OCC)(OCC)=O